C1(CC1)N1C(C[C@H](C1)CN1N=C2N=C(C=NC2=C1)C1=C(C=C(C=C1C)C(F)(F)F)O)=O |o1:6| (R or S)-1-cyclopropyl-4-((6-(2-hydroxy-6-methyl-4-(trifluoromethyl)phenyl)-2H-pyrazolo[3,4-b]pyrazin-2-yl)methyl)pyrrolidin-2-one